ClC=1C=C(C=NC1OC1CC1)NC(=O)C=1C=NN(C1C(F)(F)F)C1=C2C=CC=NC2=CC=C1 N-(5-Chloro-6-cyclopropoxypyridin-3-yl)-1-(chinolin-5-yl)-5-(trifluoromethyl)-1H-pyrazol-4-carboxamid